2,3-dioleoyl-oxypropyl-trimethyl-ammonium chloride [Cl-].C(CCCCCCC\C=C/CCCCCCCC)(=O)OC(C[N+](C)(C)C)COC(CCCCCCC\C=C/CCCCCCCC)=O